4-(2-(4-(2-(Pyrrolidin-1-yl)ethyl)piperazin-1-yl)pyridin-3-yl)-4,5-dihydropyrrolo[1,2-a]quinoxaline N1(CCCC1)CCN1CCN(CC1)C1=NC=CC=C1C1C=2N(C3=CC=CC=C3N1)C=CC2